2,3-dimethoxy-6-methyl-terephthalaldehyde COC1=C(C=O)C(=CC(=C1OC)C=O)C